C(CCC)[C@H]1NS(C2=C(N(C1)C1=CC=CC=C1)C=C(C(=C2)O\C=C(\C(=O)O)/F)SCC)(=O)=O (R)-(Z)-3-((3-butyl-7-(ethylthio)-1,1-dioxido-5-phenyl-2,3,4,5-tetrahydro-1,2,5-benzothiadiazepin-8-yl)oxy)-2-fluoroacrylic acid